(S)-quinuclidin-3-yl (7-(3-(2-methoxyethoxy)phenyl)-2,2-dimethyl-1,2,3,4-tetrahydronaphthalen-1-yl)carbamate COCCOC=1C=C(C=CC1)C1=CC=C2CCC(C(C2=C1)NC(O[C@@H]1CN2CCC1CC2)=O)(C)C